(S)-1-((3-chloro-5-(4-methoxybenzyl)-4,5,6,7-tetrahydropyrazolo[1,5-a]pyrazin-2-yl)methoxy)propan-2-amine ClC=1C(=NN2C1CN(CC2)CC2=CC=C(C=C2)OC)COC[C@H](C)N